3-((2-chloro-4-(trifluoromethyl)phenoxy)methyl)-5-cyanobenzoic acid ClC1=C(OCC=2C=C(C(=O)O)C=C(C2)C#N)C=CC(=C1)C(F)(F)F